FC1=CC=2N(C=C1)N=C(N2)N[C@@H]2C[C@H](CC2)N (1S,3S)-N3-(7-fluoro-[1,2,4]triazolo[1,5-a]pyridin-2-yl)cyclopentane-1,3-diamine